C1(CC1)C=1C=C2C(=C(C(NC2=C2C1C=CC(=C2)F)=O)NC(OC(C)(C)C)=O)C2=C1C=NN(C1=CC=C2)C2OCCCC2 tert-butyl N-[6-cyclopropyl-9-fluoro-4-[1-(oxan-2-yl)indazol-4-yl]-2-oxo-1H-benzo[h]quinolin-3-yl]carbamate